BrC1=C(N)C(=CC=C1)C 2-bromo-6-methyl-aniline